ClC1=CC2=C(NC(=N2)C2=CC(=NN2CC2=CC=C(C=C2)OC)NC(=O)C=2C=NC(=CC2)N2CCC(CC2)O)C=C1 N-[5-(5-chloro-1H-benzimidazol-2-yl)-1-[(4-methoxyphenyl)methyl]pyrazol-3-yl]-6-(4-hydroxy-1-piperidyl)pyridine-3-carboxamide